5,6-difluoro-N-methyl-9H-pyrido[2,3-b]Indol FC1=C2C3=C(NC2=CC=C1F)N(CC=C3)C